difluoroethylcyclopropane FC(CC1CC1)F